(7S,7aS)-7-ethyl-6-hydroxy-3,3-dimethyltetrahydropyrrolo[1,2-c]oxazol-5(3H)-one C(C)[C@@H]1C(C(N2C(OC[C@@H]21)(C)C)=O)O